C=12C(=CC=C3C4=CC=CC=C4CC13)B2 boranofluorene